CC1=C(C2=C(N=N1)SC1=C2N=CN=C1N1CC(CC1)C(=O)NC1=NC=CC=C1)C 1-(3,4-dimethylpyrimido[4',5':4,5]thieno[2,3-c]pyridazin-8-yl)-N-(2-pyridinyl)pyrrolidine-3-carboxamide